methyl 4-methoxy-5-(tetramethyl-1,3,2-dioxaborolan-2-yl)-2-{[2-(trimethylsilyl)ethoxy]methyl}-2H-indazole-7-carboxylate COC=1C2=CN(N=C2C(=CC1B1OC(C(O1)(C)C)(C)C)C(=O)OC)COCC[Si](C)(C)C